C=CC(=NO)C1=CC=C(C=C1)F methylene-(4-fluorophenyl)ethanone oxime